(((2-(5-Chloropyridin-2-yl)-2-methylbenzo[d][1,3]dioxol-4-yl)-2,5-diazabicyclo[4.2.0]octan-2-yl)methyl)-1-(((S)-oxetan-2-yl)methyl)-1H-benzo[d]imidazole-6-carboxylic acid ClC=1C=CC(=NC1)C1(OC2=C(O1)C=CC=C2C21N(CCNC1CC2)CC2=NC1=C(N2C[C@H]2OCC2)C=C(C=C1)C(=O)O)C